(3,4-difluorophenyl)(imidazo[1,2-a]pyridin-3-yl)methanone FC=1C=C(C=CC1F)C(=O)C1=CN=C2N1C=CC=C2